CC(C(=O)NC1=C(C=C(C=C1)C1=NC(=CN=C1)C)C)(C)C1=NC(=NC=C1)NS(=O)(=O)C 2-Methyl-N-(2-methyl-4-(6-methylpyrazin-2-yl)phenyl)-2-(2-(methylsulfonamido)pyrimidin-4-yl)propanamide